tert-Butyl (1-(4-(2-aminoethyl)-2,5-difluorophenyl)azetidin-3-yl)(methyl)carbamate NCCC1=CC(=C(C=C1F)N1CC(C1)N(C(OC(C)(C)C)=O)C)F